5-isopropyl-8-((2R,3S)-2-methyl-3-((methylsulfonyl)methyl)azetidin-1-yl)-2,6-naphthyridin-3-amine C(C)(C)C1=C2C=C(N=CC2=C(C=N1)N1[C@@H]([C@H](C1)CS(=O)(=O)C)C)N